CC(CC(COC1=NC(=NC(=C1C(F)(F)F)C1=C(C=CC=C1C)CC(C)C)NS(=O)(=O)C=1C=C(C(=O)O)C=CC1)NCC1=NC=C(C=N1)N1CCOCC1)(C)C 3-[[4-[4,4-dimethyl-2-[(5-morpholinopyrimidin-2-yl)methylamino]pentoxy]-6-(2-isobutyl-6-methyl-phenyl)-5-(trifluoromethyl)pyrimidin-2-yl]sulfamoyl]benzoic acid